FC1=NC(=CC(=C1)N(C=1SC(=C(N1)C(=O)NC1C(CC1)(C)C)C)C(C(C)C)=O)F 2-[(2,6-difluoro-4-pyridyl)-(2-methylpropanoyl)amino]-N-(2,2-dimethyl-cyclobutyl)-5-methyl-thiazole-4-carboxamide